1-[(3S,5R)-5-[(Difluoromethoxy)methyl]-1-(prop-2-enoyl)pyrrolidin-3-yl]-3-[2-(1-ethyl-6,7-difluoro-1,3-benzodiazol-5-yl)ethynyl]-5-(methylamino)pyrazole-4-carboxamide FC(OC[C@H]1C[C@@H](CN1C(C=C)=O)N1N=C(C(=C1NC)C(=O)N)C#CC1=CC2=C(N(C=N2)CC)C(=C1F)F)F